C1(CCCC1)C1=CC(=NC=N1)NC1=NC(=NC=C1)N1C2CC(C1)(C2)CNC N-(6-cyclopentylpyrimidin-4-yl)-2-[4-(methylaminomethyl)-2-azabicyclo[2.1.1]hex-2-yl]pyrimidin-4-amine